tert-butyl N-[6-(3,3-difluoroazetidin-1-yl)-5-methoxy-pyridazin-3-yl]carbamate FC1(CN(C1)C1=C(C=C(N=N1)NC(OC(C)(C)C)=O)OC)F